FC(C=1C=C(C=CC1)N1N=CC(=C1)C(C(=O)O)C)F 2-{1-[3-(difluoromethyl)phenyl]pyrazol-4-yl}propanoic acid